3-(2-(1-(1-(2,2,2-Trifluoroethyl)piperidin-4-yl)-1H-pyrrolo[3,2-c]pyridin-6-yl)pyridin-4-yl)-5-(trifluoromethyl)-1,2,4-oxadiazole FC(CN1CCC(CC1)N1C=CC=2C=NC(=CC21)C2=NC=CC(=C2)C2=NOC(=N2)C(F)(F)F)(F)F